ClC1=C(C(=CC=C1)F)NC(C1=C(C=C(C(=C1)F)N1N=C(N(C1=O)CC=C)CO)O[C@H](C(F)(F)F)C)=O N-(2-chloro-6-fluorophenyl)-5-fluoro-4-[3-(hydroxymethyl)-5-oxo-4-(prop-2-en-1-yl)-4,5-dihydro-1H-1,2,4-triazol-1-yl]-2-{[(2S)-1,1,1-trifluoroprop-2-yl]oxy}benzamide